4-methyl-1-[2-(4-methylsulfonylpiperazin-1-yl)propyl]-5-[[3-[6-(2,2,2-trifluoroethyl)quinazolin-4-yl]-3,9-diazaspiro[5.5]undecan-9-yl]methyl]indole-3-carbonitrile CC1=C2C(=CN(C2=CC=C1CN1CCC2(CCN(CC2)C2=NC=NC3=CC=C(C=C23)CC(F)(F)F)CC1)CC(C)N1CCN(CC1)S(=O)(=O)C)C#N